O1C2=C(OCC1C=1N[C@@H](C(N1)([2H])[2H])[2H])C=C(C=C2)[2H] (5R)-2-(2,3-dihydrobenzo[b][1,4]dioxin-2-yl-6-d)-4,5-dihydro-1H-imidazole-4,4,5-d3